[Ir]=O.[Sm] Samarium iridium oxide